nicotinic acid azide C(C1=CN=CC=C1)(=O)N=[N+]=[N-]